succinimidyl 6-maleimidohexanoate C1(C=CC(N1CCCCCC(=O)ON1C(CCC1=O)=O)=O)=O